C(C)(C)(C)OC(=O)N1CCN(CCC1)C1=CC=C(C=C1)O 4-(4-hydroxyphenyl)-1,4-diazepan-1-carboxylic acid tert-butyl ester